6'-Furan-2-yl-2'-methoxy-[3,4']bipyridinyl-3'-carbonitrile O1C(=CC=C1)C1=CC(=C(C(=N1)OC)C#N)C=1C=NC=CC1